(R)-(2-(4-amino-2-fluorophenyl)-7-cyclopropyloxazolo[5,4-b]pyridin-5-yl)(1-methyl-3,4-dihydroisoquinolin-2(1H)-yl)methanone NC1=CC(=C(C=C1)C=1OC2=NC(=CC(=C2N1)C1CC1)C(=O)N1[C@@H](C2=CC=CC=C2CC1)C)F